Z-1,3,3,3-tetrafluoropropane FCCC(F)(F)F